C1=C(C=CC2=CC=CC=C12)C1=CC=CC=C1C(=O)[O-] naphthalene-2-benzoate